N-(4-bromo-3-chlorophenyl)-3-oxo-3,5,6,7,8,9-hexahydro-2H-6,9-methano-cyclohepta[c]-pyridine-10-carboxamide BrC1=C(C=C(C=C1)NC(=O)C1C2CC=3C(=CNC(C3)=O)C1CC2)Cl